ethyl 2-(3-(3-(3-(4-((4-(3-amino-6-(2-hydroxyphenyl)pyridazin-4-yl)-1H-pyrazol-1-yl)methyl)piperidin-1-yl)propoxy)propoxy)isoxazol-5-yl)-3-methylbutanoate NC=1N=NC(=CC1C=1C=NN(C1)CC1CCN(CC1)CCCOCCCOC1=NOC(=C1)C(C(=O)OCC)C(C)C)C1=C(C=CC=C1)O